ClC1=NC=C(C(=C1)C1=C(C=NC(=C1)C)C(=O)NC=1SC2=C(N1)CN(C2)C(C2=NC(=C(C=C2)OC(F)(F)F)C)=O)OC 2'-Chloro-5'-methoxy-6-methyl-N-(5-(6-methyl-5-(trifluoro-methoxy)picolinoyl)-5,6-dihydro-4H-pyrrolo[3,4-d]thiazol-2-yl)-[4,4'-bipyridine]-3-carboxamide